C(CCCCC)C(C(=O)OCCCCCCCCCCC)CCCCCCCC undecyl 2-hexyldecanoate